FC(C=1C(=C(C=CC1)[C@@H](C)NC1=NC(=NC2=C3C(=C(C=C12)C1(CCN(CC1)S(=O)(=O)C)O)OCC3)C)F)F (R)-4-(4-((1-(3-(difluoromethyl)-2-fluorophenyl)ethyl)amino)-2-methyl-8,9-dihydrofuro[2,3-h]quinazolin-6-yl)-1-(methylsulfonyl)piperidin-4-ol